CCCCN1C2=C(C(=O)N(C1=O)CC=C)NC(=N2)CC3=CC=C(C=C3)NC(=O)C 1-allyl-3-butyl-8-(n-acetyl-4-aminobenzyl)-xanthine